8-methoxy-N-(2-methoxy-2-methylpropyl)-7-(3-(pyrrolidin-1-yl)propoxy)-2,3-dihydro-1H-cyclopenta[c]quinolin-4-amine COC1=CC=2C3=C(C(=NC2C=C1OCCCN1CCCC1)NCC(C)(C)OC)CCC3